C(C1=CC=CC=C1)(C1=CC=CC=C1)(C1=CC=CC=C1)N1C=NC(=C1)CCNCC(=O)O (2-(1-trityl-1H-imidazol-4-yl)ethyl)glycine